4'H-spiro[cyclopropane-1,5'-naphtho[2,1-d]isoxazol]-3'-amine O1N=C(C2=C1C1=CC=CC=C1C1(C2)CC1)N